COCCC(=O)N(C)C 3-Methoxy-N,N-dimethylpropaneamide